N=1N=CN2C1C=C(C=C2)C#CC2=C1C=C(N=CC1=C(N=C2)NC)NC(=O)C2CC2 N-(5-([1,2,4]triazolo[4,3-a]pyridin-7-ylethynyl)-8-(methylamino)-2,7-naphthyridin-3-yl)cyclopropanecarboxamide